(Z)-N1-(naphthalen-1-ylmethyl)-N1-(3-phenylallyl)octane-1,8-diamine C1(=CC=CC2=CC=CC=C12)CN(CCCCCCCCN)C\C=C/C1=CC=CC=C1